BrCCC(C#N)(C1=CC=CC=C1)C1=CC=CC=C1 4-bromo-2,2-diphenylbutanenitrile